NC1=C(C(=O)OCC)C=C(C(=C1F)C1=NC=CC2=CC=CC(=C12)C#N)Cl ethyl 2-amino-5-chloro-4-(8-cyanoisoquinolin-1-yl)-3-fluorobenzoate